4-(tert-butyl)-N-(4-(4-(tert-butyl)-1H-imidazol-1-yl)-3-(2H-tetrazol-5-yl)phenyl)piperidine C(C)(C)(C)C1CCN(CC1)C1=CC(=C(C=C1)N1C=NC(=C1)C(C)(C)C)C=1N=NNN1